N1OC(CCO1)N1C(C2=CC=CC=C2C1=O)=O 2-(2,6-dioxapiperidin-3-yl)isoindole-1,3-dione